FC(C(=O)O)(F)F.C1(CC1)C=1C=2N(C=C(C1)NC(=O)N1CCC=3C1=NC=CC3N3CCNCC3)C=C(N2)C N-(8-cyclopropyl-2-methylimidazo[1,2-a]pyridin-6-yl)-4-(piperazin-1-yl)-2,3-dihydro-1H-pyrrolo[2,3-b]pyridine-1-carboxamide 2,2,2-trifluoroacetate